(3S,4S)-tert-butyl 3-((6-(6-cyclopropyl-7-(2,2-difluoroethoxy)imidazo[1,2-a]pyridin-3-yl)pyridin-2-yl)amino)-4-fluoropyrrolidine-1-carboxylate C1(CC1)C=1C(=CC=2N(C1)C(=CN2)C2=CC=CC(=N2)N[C@H]2CN(C[C@@H]2F)C(=O)OC(C)(C)C)OCC(F)F